C(C=C)(=O)OCCOC1=CC=2C(=NN(N2)C2=CC3=C(OCO3)C=C2O)C=C1 2-[2-(6-hydroxybenzo[1,3]dioxole-5-yl)-2H-benzotriazole-5-yloxy]ethyl acrylate